1H-pyrazol-4-carboxamide N1N=CC(=C1)C(=O)N